N-(1-(4,4-difluorocyclohexyl)-2-oxopyrrolidin-3-yl)-4-((2-hydroxyethyl)sulfonamido)-2-(6-azaspiro[2.5]octan-6-yl)benzamide FC1(CCC(CC1)N1C(C(CC1)NC(C1=C(C=C(C=C1)NS(=O)(=O)CCO)N1CCC2(CC2)CC1)=O)=O)F